4-(3-(4-(2-(4-((1-(3'-(2,2-difluoroethyl)-3,5-difluoro-[1,1'-biphenyl]-4-carbonyl)piperidin-4-yl)oxy)piperidin-1-yl)acetyl)piperazine-1-carbonyl)-4-fluorobenzyl)phthalazin-1(2H)-one FC(CC=1C=C(C=CC1)C1=CC(=C(C(=C1)F)C(=O)N1CCC(CC1)OC1CCN(CC1)CC(=O)N1CCN(CC1)C(=O)C=1C=C(CC2=NNC(C3=CC=CC=C23)=O)C=CC1F)F)F